Methyl 4-(5-bromothiazol-2-yl)-2,4-dioxobutanoate BrC1=CN=C(S1)C(CC(C(=O)OC)=O)=O